(R)-N-(1-(3-cyano-6-(1-methyl-1H-pyrazol-4-yl)pyrazolo[1,5-a]pyridin-4-yl)pyrrolidin-3-yl)-2-(4-methoxyphenyl)acetamide C(#N)C=1C=NN2C1C(=CC(=C2)C=2C=NN(C2)C)N2C[C@@H](CC2)NC(CC2=CC=C(C=C2)OC)=O